2-(pyridin-2-yldisulfanyl)ethan-1-ol N1=C(C=CC=C1)SSCCO